CC1=C(C(=O)OCC2=CC(=NC=C2N2CC(CCC2)(C=2C=NC=CC2)N)C2=CC(=C(C=C2)F)F)C(=CN=C1C1=CC(=C(C=C1)F)F)N1CC(CCC1)(C=1C=NC=CC1)N (5-(3-amino-3-(pyridin-3-yl)piperidin-1-yl)-2-(3,4-difluorophenyl)pyridin-4-yl)methanol Methyl-5-(3-amino-3-(pyridin-3-yl)piperidin-1-yl)-2-(3,4-difluorophenyl)isonicotinate